C(C1=CC=CC=C1)OC1=NC(=CC=C1N1C(N(C2=C1C=CC(=C2)N2C[C@H](N(CC2)C(=O)OC(C)(C)C)C)C)=O)OCC2=CC=CC=C2 (R)-tert-butyl 4-(1-(2,6-bis(benzyloxy)pyridin-3-yl)-3-methyl-2-oxo-2,3-dihydro-1H-benzo[d]imidazol-5-yl)-2-methylpiperazine-1-carboxylate